(S)-1-((R)-1-(2-hydroxyacetyl)pyrrolidin-3-yl)-3-(isoquinolin-4-yl)-2-oxoimidazolidine-4-carbonitrile OCC(=O)N1C[C@@H](CC1)N1C(N([C@@H](C1)C#N)C1=CN=CC2=CC=CC=C12)=O